NC=1C=C(C=CC1)/C(=C\1/C(NC2=CC=C(C=C12)C(=O)OC)=O)/NC1=CC=C(C=C1)N(C(CN1CCN(CC1)C)=O)C methyl (Z)-3-((3-aminophenyl)((4-(N-methyl-2-(4-methylpiperazin-1-yl)acetamido)phenyl)amino)methylene)-2-oxoindoline-5-carboxylate